C(C1=CC=CC=C1)O[C@@H](CC(=O)O[C@@H]1CO[C@H]2[C@@H]1OC[C@@H]2OC(C[C@@H](C)OCC2=CC=CC=C2)=O)C [(3S,3aR,6R,6aR)-6-[(3R)-3-benzyloxybutanoyl]oxy-2,3,3a,5,6,6a-hexahydrofuro[3,2-b]furan-3-yl](3R)-3-benzyloxybutanoate